C(C1=CC=CC=C1)N1CCC(CC1)CCNC(=O)C1(CCN(CC1)C1=C(C=CC=C1)OC(F)(F)F)OC N-[2-(1-benzylpiperidin-4-yl)ethyl]-4-methoxy-1-[2-(trifluoromethoxy)phenyl]piperidine-4-carboxamide